5-(imidazo[1,2-b]pyridazin-6-yl)-N4-methyl-N2-((4s,7s)-1-oxaspiro[3.5]nonan-7-yl)-7H-pyrrolo[2,3-d]pyrimidine-2,4-diamine N=1C=CN2N=C(C=CC21)C2=CNC=1N=C(N=C(C12)NC)NC1CCC2(CCO2)CC1